5-((4-((S)-2-(4-chloro-2-fluorophenyl)-2-methylbenzo[d][1,3]dioxan-4-yl)piperidin-1-yl)methyl)-6-(((S)-oxetan-2-yl)methyl)-6H-imidazo[4,5-d]thiazole-2-carboxylic acid ClC1=CC(=C(C=C1)[C@]1(OC(C2=C(O1)C=CC=C2)C2CCN(CC2)CC=2N(C1=C(N=C(S1)C(=O)O)N2)C[C@H]2OCC2)C)F